methylaluminum sesquibromide C[Al](C)Br.C[Al](Br)Br